CC(C)(C)[O-].CC(C)(C)[O-].[Mo+6].C(=O)(O)C=1C=C(OC2=CC=C(C=C2)C(CC(C(F)(F)F)C(F)(F)F)(C)C2=CC=C(C=C2)OC2=CC(=C(C=C2)C(=O)O)C(=O)O)C=CC1C(=O)O 2,2-bis[4-(3,4-dicarboxyphenoxy)phenyl]hexafluoroisopropylpropane molybdenum (VI) bis(tert-butoxide)